(E)-1-styrylcyclohexane-1-carbonitrile C(=C\C1=CC=CC=C1)/C1(CCCCC1)C#N